(R)-N-(2-chloro-4-(trifluoromethyl)phenyl)-2-(2-(4,7-dihydro-5H-thieno[2,3-c]pyran-2-yl)-5-ethyl-6-(2-methylpiperazin-1-yl)-7-oxo-[1,2,4]triazolo[1,5-a]pyrimidin-4(7H)-yl)acetamide ClC1=C(C=CC(=C1)C(F)(F)F)NC(CN1C=2N(C(C(=C1CC)N1[C@@H](CNCC1)C)=O)N=C(N2)C2=CC1=C(COCC1)S2)=O